CS(=O)(=O)OCC1=CC=NN1CC1CC1 (1-(cyclopropylmethyl)-1H-pyrazol-5-yl)methyl methanesulfonate